N[C@@]1([C@H](O)C[C@@H](CO)O1)N1C=NC=2C(=O)NC(N)=NC12 amino-3'-deoxyguanosine